C1=CNC=2C=NC=3C=NC=CC3C21 pyrrolo[2,3-c]1,7-naphthyridin